C[C@H]1CC[C@H](CN1C(CC1=NC=CC=C1)=O)C(=O)[O-].[Na+] Sodium (3R,6S)-6-methyl-1-(2-(pyridin-2-yl)acetyl)piperidine-3-carboxylate